1,3-dibromo-2-methyl-5-nitrobenzene BrC1=C(C(=CC(=C1)[N+](=O)[O-])Br)C